5,5'-(3-heptadecyl-1,2-phenylene)bis(oxy)bis(5-oxopentanoic acid) C(CCCCCCCCCCCCCCCC)C=1C(=C(C=CC1)OC(CCCC(=O)O)=O)OC(CCCC(=O)O)=O